6-cyclobutoxy-2-methylpyridine C1(CCC1)OC1=CC=CC(=N1)C